N1(C=NC=C1)C1=NC(=CC(=N1)C(=O)NC1CCC(CC1)C)C 2-(1H-imidazol-1-yl)-6-methyl-N-((1r,4r)-4-methylcyclohexyl)pyrimidine-4-carboxamide